N-[(2S,3R)-1-(2,2-dimethylpropanoyl)-2-{[3-(4,6-dimethylpyridin-2-yl)-2-fluoro-phenyl]methyl}-4,4-difluoropyrrolidin-3-yl]ethanesulfonamide CC(C(=O)N1[C@H]([C@H](C(C1)(F)F)NS(=O)(=O)CC)CC1=C(C(=CC=C1)C1=NC(=CC(=C1)C)C)F)(C)C